C(C1=CC=CC=C1)N1C=CC=2C(=NC(=CC21)C#N)C=2N(C=CC2)CC2=CC=CC=C2 1-benzyl-4-(1-benzyl-1H-pyrrol-2-yl)-1H-pyrrolo[3,2-c]pyridine-6-carbonitrile